4'-chloro-3-(chloromethyl)-2-methyl-1,1'-biphenyl ClC1=CC=C(C=C1)C1=C(C(=CC=C1)CCl)C